ClC=1C=C(OC2CCC(CC2)NC(=O)C=2N=NC(=CC2)N2CCC(CC2)CN2CC(C2)=CC=2C=C3CN(C(C3=CC2)=O)C2C(NC(CC2)=O)=O)C=CC1C#N N-((1r,4r)-4-(3-chloro-4-cyanophenoxy)cyclohexyl)-6-(4-((3-((2-(2,6-dioxopiperidin-3-yl)-1-oxoisoindolin-5-yl)methylene)azetidin-1-yl)methyl)piperidin-1-yl)pyridazine-3-carboxamide